FC(OC=1C=CC=2N(C1)C(=CN2)C2=CC=CC(=N2)NC2CC1(CNC1)C2)F N-(6-(6-(difluorometh-oxy)imidazo[1,2-a]-pyridin-3-yl)pyridin-2-yl)-2-azaspiro[3.3]-heptan-6-amine